2-hydroxy-1-{9-methanesulfonyl-5-oxa-2,9-diazaspiro[3.8]dodec-11-yn-2-yl}ethan-1-one OCC(=O)N1CC2(C1)OCCCN(CC#C2)S(=O)(=O)C